methyl-(3-lauramidopropyl)trimethylammonium sulfate S(=O)(=O)([O-])[O-].CC[N+](C)(C)CCCNC(CCCCCCCCCCC)=O.CC[N+](CCCNC(CCCCCCCCCCC)=O)(C)C